CN1N=CC(=C1)C=1C=CC=2N(C1)N=CC2N2CCN(CCC2)C(=O)OC(C)(C)C tert-butyl 4-[6-(1-methyl-1H-pyrazol-4-yl) pyrazolo[1,5-a]pyridin-3-yl]-1,4-diazacycloheptane-1-carboxylate